Br.CN(C1=CC=2N(C=C1)C=C(N2)C=2C=C(C=CC2)O)C 3-(7-Dimethylamino-imidazo[1,2-a]pyridin-2-yl)-phenol hydrobromide